tert-butyl [(1R,2R,3S)-4-azido-2-{[tert-butyl(dimethyl)silyl]oxy}-3-cyclopropyl-1-(hydroxymethyl)butyl]carbamate N(=[N+]=[N-])C[C@@H]([C@H]([C@@H](CO)NC(OC(C)(C)C)=O)O[Si](C)(C)C(C)(C)C)C1CC1